CC1=NC2=CC=C(C=C2C(=N1)S)OC(F)(F)F 2-methyl-6-(trifluoro-methoxy)quinazoline-4-thiol